5-[3-(2,2,2-trifluoroethyl)azetidin-1-yl]-1,3,4-oxadiazol FC(CC1CN(C1)C1=NN=CO1)(F)F